4-(Hydroxy(5-(3-chloropyridin-2-yl)-1,3,4-oxadiazol-2-yl)methyl)piperidine-1-carboxylic acid tert-butyl ester C(C)(C)(C)OC(=O)N1CCC(CC1)C(C=1OC(=NN1)C1=NC=CC=C1Cl)O